C(C1=CC=CC=C1)N1C[C@H](CC1)NC=1C(=CC(=NC1)S(=O)(=O)NC=1N=CSC1)C(F)(F)F (S)-5-((1-benzyl-pyrrolidin-3-yl)amino)-N-(thiazol-4-yl)-4-(trifluoromethyl)pyridine-2-sulfonamide